n-butylformamide C(CCC)NC=O